(R)-(2-methyl-3,4-dihydro-2H-[1,4]dioxepino[2,3-b]pyridin-9-yl)carbamic acid tert-butyl ester C(C)(C)(C)OC(NC1=C2C(=NC=C1)OCC[C@H](O2)C)=O